N-(5-(3,3-dimethyl-1-(4-methyl-4H-1,2,4-triazol-3-yl)cyclobutyl)-2-fluorophenyl)-2-oxo-1,2-dihydropyridine-3-carboxamide CC1(CC(C1)(C1=NN=CN1C)C=1C=CC(=C(C1)NC(=O)C=1C(NC=CC1)=O)F)C